trifluoromethylpropyltrimethoxysilane FC(F)(F)CO[Si](OC)(OC)CCC